8-methoxy-3,4-dihydroisoquinoline-2(1H)carboxylate COC=1C=CC=C2CCN(CC12)C(=O)[O-]